FC(OC1=CC=C(C=C1)N1N=C(C(=C1NC)C(=O)OCC)C)F ethyl 1-(4-(difluoromethoxy) phenyl)-3-methyl-5-(methylamino)-1H-pyrazole-4-carboxylate